2-(((1R,3S)-3-(5-amino-1-methyl-1H-benzo[d]imidazol-2-yl)cyclohexyl)amino)-4-methoxypyrimidine-5-carbonitrile NC1=CC2=C(N(C(=N2)[C@@H]2C[C@@H](CCC2)NC2=NC=C(C(=N2)OC)C#N)C)C=C1